titanium tungsten-nickel [Ni].[W].[Ti]